N-(7-Chloroquinolin-4-yl)-N'-methylpropane-1,3-diamine ClC1=CC=C2C(=CC=NC2=C1)NCCCNC